COC=1C=C(C(=O)N2C3=C(OCC2)C(=CN=C3)C3=CC=C(C#N)C=C3)C=CC1 4-(4-(3-methoxybenzoyl)-3,4-dihydro-2H-pyrido[4,3-b][1,4]oxazine-8-yl)benzonitrile